C(C)(=O)OC[C@H](NC(C#C)=O)C(=O)OC Methyl O-acetyl-N-propioloyl-L-serinate